2,2'-bis-diphenylphosphino-1,1'-binaphthyl C1(=CC=CC=C1)P(C1=C(C2=CC=CC=C2C=C1)C1=C(C=CC2=CC=CC=C12)P(C1=CC=CC=C1)C1=CC=CC=C1)C1=CC=CC=C1